N-(4-aminobutyl)octanoyl-amide NCCCCCCCCCCCC(=O)[NH-]